CC(CCCCCC)NC1=CC=C(C=C1)NC(CCCCCC)C N,N'-di-(1-methylheptyl)p-phenylenediamine